5-Amino-3-[2-(1-cyclopropyl-4,6-difluoro-1,3-benzodiazol-5-yl)ethynyl]-1-[1-(prop-2-enoyl)azetidin-3-yl]pyrazole-4-carboxamide NC1=C(C(=NN1C1CN(C1)C(C=C)=O)C#CC1=C(C2=C(N(C=N2)C2CC2)C=C1F)F)C(=O)N